2-(3,5-Dimethyl-isoxazol-4-yl)-1-(4-hydroxy-phenyl)-1H-indole-3-carboxylic acid, methyl ester CC1=NOC(=C1C=1N(C2=CC=CC=C2C1C(=O)OC)C1=CC=C(C=C1)O)C